((S)-1-(3-(1,1-difluoro-2-hydroxyethyl)phenyl)ethyl)-2-methylpropane-2-sulfinamide FC(CO)(F)C=1C=C(C=CC1)[C@@H](C)CC(C)(S(=O)N)C